[Si](C)(C)(C(C)(C)C)OC(C)(C)C1=CC(=NC(=C1F)C1=CC=C(C=C1)F)[C@](C(F)(F)F)(C[N+](=O)[O-])O (2S)-2-[4-[1-[tert-butyl(dimethyl)silyl]oxy-1-methyl-ethyl]-5-fluoro-6-(4-fluorophenyl)-2-pyridyl]-1,1,1-trifluoro-3-nitro-propan-2-ol